CC1=CC=C(C=C1)C1=NC(=CC(=N1)N)N (4-methylphenyl)pyrimidine-4,6-diamine